C(C)(C)(C)C1C(C(=CC=C1)C=1C=CC=CC1)(C)C tert-Butyl-2,2-dimethyl-3,3-Biphenyl